C12CCC(C1)C2 bicyclo(2.1.1)hexane